tert-butyl-(1R,3S,5S)-3-[methyl(6-[4-[1-(oxan-2-yl)pyrazol-4-yl]-1H-indazol-7-yl]pyridazin-3-yl)amino]-8-azabicyclo[3.2.1]octane-8-carboxylate C(C)(C)(C)OC(=O)N1[C@H]2CC(C[C@@H]1CC2)N(C=2N=NC(=CC2)C=2C=CC(=C1C=NNC21)C=2C=NN(C2)C2OCCCC2)C